OCCNS(=O)(=O)C=1C=C(C=CC1)B(O)O (3-(N-(2-hydroxyethyl)sulfamoyl)phenyl)boronic acid